(1S,3R)-3-((tert-butyldimethylsilyl)oxy)cyclohexanecarboxylic acid isopropyl ester C(C)(C)OC(=O)[C@@H]1C[C@@H](CCC1)O[Si](C)(C)C(C)(C)C